3,8-diaza-6-thiabicyclo[3.2.1]octane-8-carboxylic acid C12CNCC(SC1)N2C(=O)O